(1R,3S)-5'-(4-Amino-3-(dimethylcarbamoyl)-2-fluorophenyl)-4'-chloro-N,N-dimethyl-1',2'-dihydrospiro[cyclopentane-1,3'-pyrrolo[2,3-b]pyridine]-3-carboxamide NC1=C(C(=C(C=C1)C=1C(=C2C(=NC1)NC[C@]21C[C@H](CC1)C(=O)N(C)C)Cl)F)C(N(C)C)=O